BrC1=CN=C2C(=NC(=NN21)N2CCOCC2)NCC2=NC1=C(N2)C=CC=C1F 7-bromo-N-[(4-fluoro-1H-benzimidazol-2-yl)methyl]-2-(morpholin-4-yl)imidazo[2,1-f][1,2,4]triazin-4-amine